ClC1=C(C=CC(=C1)O)NC(=O)NC1=C(C=C(C=C1)OC)OC 1-(2-chloro-4-hydroxyphenyl)-3-(2,4-dimethoxyphenyl)urea